5-chloro-N-(1-(3-(4-chlorophenyl)-1,2,4-oxadiazole-5-carbonyl)piperidin-4-yl)-1H-indole-2-carboxamide ClC=1C=C2C=C(NC2=CC1)C(=O)NC1CCN(CC1)C(=O)C1=NC(=NO1)C1=CC=C(C=C1)Cl